(R)-4-(1-acetyl-4-acryloylpiperazin-2-yl)-6-chloro-N-(2,2,2-trifluoroethyl)-[2,4'-bipyridine]-2'-carboxamide C(C)(=O)N1[C@@H](CN(CC1)C(C=C)=O)C1=CC(=NC(=C1)Cl)C1=CC(=NC=C1)C(=O)NCC(F)(F)F